C1(CCCC1)OC1=NC=CC=C1C1=CC(=C(N(CC)CCCCC(=O)O)C(=C1)F)F 5-[4-[2-(cyclopentyloxy)-3-pyridinyl]-N-ethyl-2,6-difluoro-anilino]Valeric acid